1-(3-fluoro-5-trifluoromethyl-benzyl)-3-spiro[3.3]hept-2-yl-urea FC=1C=C(CNC(=O)NC2CC3(C2)CCC3)C=C(C1)C(F)(F)F